FC(OC1=CC=C(C=N1)C=1C=NC=2CCN(CC2C1)C=1C(=CC=2N(N1)C(C=CN2)=O)C)F 7-(3-(6-(difluoromethoxy)pyridin-3-yl)-7,8-dihydro-1,6-naphthyridin-6(5H)-yl)-8-methyl-4H-pyrimido[1,2-b]pyridazin-4-one